5-bromo-3-chloro-benzene-1,2-diamine BrC1=CC(=C(C(=C1)N)N)Cl